Ethyl 2-(2-amino-5-{2-[(5-chloropyridin-2-yl)amino]-1,3-thiazol-4-yl}-1,3-thiazol-4-yl)acetate NC=1SC(=C(N1)CC(=O)OCC)C=1N=C(SC1)NC1=NC=C(C=C1)Cl